1-butylsulfonic acid trifluoromethanesulfonate FC(S(=O)(=O)O)(F)F.C(CCC)S(=O)(=O)O